1,4-dipentyl-benzene C(CCCC)C1=CC=C(C=C1)CCCCC